2-(4-(2-(7,8-dimethylimidazo[1,2-a]pyridin-6-yl)-3-isopropyl-1H-indol-5-yl)piperidin-1-yl)-N-methylacetamide CC1=C(C=2N(C=C1C=1NC3=CC=C(C=C3C1C(C)C)C1CCN(CC1)CC(=O)NC)C=CN2)C